Pyrazolo[1,5-a]Pyrazine-7-Formamide N1=CC=C2N1C(=CN=C2)C(=O)N